CC1=CC=C(C=C1)S(=O)(=O)OCCC(C)(C)O 3-hydroxy-3-methylbutyl 4-methylbenzenesulfonate